N-[4-(3-Cyanophenyl)-5-(4-methylquinazolin-6-yl)thiazol-2-yl]-1-oxa-4,9-diazaspiro[5.5]undecane-9-carboxamide C(#N)C=1C=C(C=CC1)C=1N=C(SC1C=1C=C2C(=NC=NC2=CC1)C)NC(=O)N1CCC2(CNCCO2)CC1